2-[3-(3-phenyl-9H-Carbazol-9-yl)phenyl]-4-(dibenzofuran-3-yl)-6-phenyl-1,3,5-triazine C1(=CC=CC=C1)C=1C=CC=2N(C3=CC=CC=C3C2C1)C=1C=C(C=CC1)C1=NC(=NC(=N1)C=1C=CC2=C(OC3=C2C=CC=C3)C1)C1=CC=CC=C1